3-(4'-(adamantan-1-yl)-5-(4,4,5,5-tetramethyl-1,3,2-dioxaborolan-2-yl)-[1,1'-biphenyl]-3-yl)-2-phenylpyridine C12(CC3CC(CC(C1)C3)C2)C2=CC=C(C=C2)C2=CC(=CC(=C2)B2OC(C(O2)(C)C)(C)C)C=2C(=NC=CC2)C2=CC=CC=C2